FC(C(=O)[O-])(F)F.C[NH+](CCNC(COCCOCCNC(COCCOCCNC(CCCNC(OCC1=CC=CC=C1)=O)=O)=O)=O)C N,N-dimethyl-3,8,17,26-tetraoxo-1-phenyl-2,12,15,21,24-pentaoxa-4,9,18,27-tetraazanonacosan-29-aminium 2,2,2-trifluoroacetate